5-(((((S)-3-methyl-1-oxo-1-propoxybutan-2-yl)amino)(phenoxy)phosphoryl)methyl)benzo[b]thiophene-2-carboxylic acid CC([C@@H](C(OCCC)=O)NP(=O)(OC1=CC=CC=C1)CC1=CC2=C(SC(=C2)C(=O)O)C=C1)C